7-bromo-1-methyl-N-(4-((trifluoromethyl)thio)phenyl)indoline-5-carboxamide BrC=1C=C(C=C2CCN(C12)C)C(=O)NC1=CC=C(C=C1)SC(F)(F)F